Trans-2-Hexen-1-Yl Acetate C(C)(=O)OC\C=C\CCC